Br[C@@H]1C[C@@]2(C(C[C@H]3[C@@H]4CC[C@H]([C@@H]([C@H]([C@@H]([C@@H](CC)C(C)C)O)O)C)[C@]4(CC[C@@H]3[C@]2(CC1)C)C)=O)O (22R,23R,24S)-3beta-bromo-5alpha,22,23-trihydroxystigmastan-6-one